(S)-8-methyl-3-(5-(3-methyl-1-(4-methyl-4H-1,2,4-triazol-3-yl)cyclobutyl)pyridin-3-yl)-6-((3-methylpiperidin-1-yl)methyl)-4H-chromen-4-one CC=1C=C(C=C2C(C(=COC12)C=1C=NC=C(C1)C1(CC(C1)C)C1=NN=CN1C)=O)CN1C[C@H](CCC1)C